octadecanoate C(CCCCCCCCCCCCCCCCC)(=O)[O-]